N4-(4-methoxybenzyl)-N4-(3-(1-(piperidin-4-yl)cyclopropyl)propyl)pyrimidine-2,4-diamine COC1=CC=C(CN(C2=NC(=NC=C2)N)CCCC2(CC2)C2CCNCC2)C=C1